4-(4-Cyano-4-phenylpiperidin-1-yl)-6-fluoro-N-((1R,3R)-3-hydroxycyclobutyl)quinoline-3-carboxamide C(#N)C1(CCN(CC1)C1=C(C=NC2=CC=C(C=C12)F)C(=O)NC1CC(C1)O)C1=CC=CC=C1